NC1=CC=CC(=N1)S(=O)(=O)NC(=O)C=1C(=NC(=CC1)C1=CC(=CC(=C1)OCC(C)C)F)OCC1CCCC1 N-[(6-Amino-2-pyridyl)sulfonyl]-2-(cyclopentylmethoxy)-6-(3-fluoro-5-isobutoxyphenyl)pyridin-3-carboxamid